ClC1=C(C=CC(=C1)Cl)CN(C(=O)NCC1=CC=C(C=C1)OCC(C)C)C1CCNCC1 1-[(2,4-dichlorophenyl)methyl]-3-{[4-(2-methylpropyloxy)phenyl]methyl}-1-(piperidin-4-yl)urea